C(C1=CC=CC=C1)OC1=C(C(=NC(=C1)OCC1OCCCC1)CCC1=CC=C(C=C1)CCC)C1=CC=C(C=C1)O 4-(4-(Benzyloxy)-2-(4-propylphenethyl)-6-((tetrahydro-2H-pyran-2-yl)methoxy)pyridin-3-yl)phenol